3-amino-3-(4-methoxyphenyl)-propionic acid NC(CC(=O)O)C1=CC=C(C=C1)OC